FC(C=1NC=C(N1)CC(=O)N1CC2=CC=CC(=C2CC1)OC1=CC=C(C=C1)C(F)(F)F)(F)F 2-(2-(trifluoromethyl)-1H-imidazol-4-yl)-1-(5-(4-(trifluoromethyl)phenoxy)-3,4-dihydroisoquinolin-2(1H)-yl)ethan-1-one